6-[4-[(3-methoxyphenyl)methyl]piperidine-1-carbonyl]-4H-1,4-benzoxazin-3-one COC=1C=C(C=CC1)CC1CCN(CC1)C(=O)C=1C=CC2=C(NC(CO2)=O)C1